C(CC)NC(O[C@@H]1C[C@@H](CC1)C1=CC(=NN1)NC(=O)C=1C=NC(=CC1)OC)=O (1S,3R)-3-(3-{[(6-meth-oxypyridin-3-yl)carbonyl]amino}-1H-pyrazol-5-yl)cyclopentyl propyl-carbamate